ClC1=NC=C(C(=N1)OCC1=CC=C(C=C1)C=1N(C=C(N1)C(F)(F)F)C1CC1)OC 2-chloro-4-((4-(1-cyclopropyl-4-(trifluoromethyl)-1H-imidazol-2-yl)benzyl)oxy)-5-methoxypyrimidine